Methyl ((4-bromophenoxy)(4-nitrophenoxy)phosphoryl)-L-phenylalaninate BrC1=CC=C(OP(=O)(OC2=CC=C(C=C2)[N+](=O)[O-])N[C@@H](CC2=CC=CC=C2)C(=O)OC)C=C1